(R)-4-(1-(difluoromethyl)-1H-pyrazol-3-yl)-6-(3-(methylamino)pyrrolidin-1-yl)pyrimidin-2-amine dihydrochloride Cl.Cl.FC(N1N=C(C=C1)C1=NC(=NC(=C1)N1C[C@@H](CC1)NC)N)F